methyl 3-(1,4-dimethyl-1H-benzo[d][1,2,3]triazol-5-yl)-3-(3-(((R)-6-ethyl-1,6,7,9-tetrahydro-8H-[1,4]oxazepino[7,6-f]indazol-8-yl)methyl)-4-methylphenyl)-2,2-dimethylpropanoate CN1N=NC2=C1C=CC(=C2C)C(C(C(=O)OC)(C)C)C2=CC(=C(C=C2)C)CN2C[C@H](OC=1C=C3C=NNC3=CC1C2)CC